6-bromo-4,4-difluoro-3,4-dihydroisoquinolin-1(2H)-one BrC=1C=C2C(CNC(C2=CC1)=O)(F)F